N1=CC=C(C=C1)N1N=CC=C1 (pyridin-4-yl)-1H-pyrazol